NC([C@H](CCC(F)(F)F)NC(OCC1C2=CC=CC=C2C=2C=CC=CC12)=O)=O 9H-fluoren-9-ylmethyl [(2S)-1-amino-5,5,5-trifluoro-1-oxopentan-2-yl]carbamate